tert-butyl 4-[1-(2,6-dioxo-3-piperidyl)-5-methoxy-3-methyl-2-oxo-benzimidazol-4-yl]piperazine-1-carboxylate O=C1NC(CCC1N1C(N(C2=C1C=CC(=C2N2CCN(CC2)C(=O)OC(C)(C)C)OC)C)=O)=O